2-(difluoromethyl)-5-(4-(prop-2-yn-1-yl)phenyl)-1,3,4-oxadiazole FC(C=1OC(=NN1)C1=CC=C(C=C1)CC#C)F